Methyl N-(2-(4-(1,4-dioxane-2-carboxamido)piperidin-1-yl)thiazole-4-carbonyl)-O-(tert-butyldimethylsilyl)-L-serinate O1C(COCC1)C(=O)NC1CCN(CC1)C=1SC=C(N1)C(=O)N[C@@H](CO[Si](C)(C)C(C)(C)C)C(=O)OC